C(C)(C)(C)C1=CC=2C(C3=CC=CC=C3C(C2C=C1)=O)=O 2-tert-butyl-9,10-anthraquinone